[N+]1(=C(NC2=C1C=CC=C2C([O-])=S)C([O-])=S)C([O-])=S benzimidazoliumtrithiate